3,6-difluorocarbazole FC=1C=CC=2NC3=CC=C(C=C3C2C1)F